[9-(difluoromethyl)-3-fluoro-pyrido[2,3-b]indol-7-yl] trifluoromethanesulfonate FC(S(=O)(=O)OC1=CC=C2C3=C(N(C2=C1)C(F)F)N=CC(=C3)F)(F)F